CC1(CCN(CC1)C=1OC2=C(C=C(C=C2C(C1C=C)=O)C)[C@@H](C)NC1=C(C(=O)OCC2=CC=CC=C2)C=CC=C1)C benzyl (R)-2-((1-(2-(4,4-dimethylpiperidin-1-yl)-6-methyl-4-oxo-3-vinyl-4H-chromen-8-yl)ethyl)amino)benzoate